tert-butyl 5-cyclopropyl-3-(3-methyl-2-(3-(4,4,5,5-tetramethyl-1,3,2-dioxaborolan-2-yl)phenyl)butanamido)-1H-pyrazole-1-carboxylate C1(CC1)C1=CC(=NN1C(=O)OC(C)(C)C)NC(C(C(C)C)C1=CC(=CC=C1)B1OC(C(O1)(C)C)(C)C)=O